2-methyl-pyridin-4-one CC1=NC=CC(C1)=O